2,4,6-tris(dimethylaminoethyl)phenol CN(C)CCC1=C(C(=CC(=C1)CCN(C)C)CCN(C)C)O